C(CCCCC)NC(=O)[C@@H]1CN(C[C@H]1O)C(=O)OC(C)(C)C tert-butyl (3R,4S)-3-(hexylcarbamoyl)-4-hydroxypyrrolidine-1-carboxylate